C1=NC=C(C2=CC=CC=C12)N1C(N(C[C@H]1C#N)C=1NC=C(N1)C)=O (S)-3-(isoquinolin-4-yl)-1-(4-methyl-1H-imidazol-2-yl)-2-oxoimidazolidine-4-carbonitrile